CC(C)C(C(=O)OCC)C=C ethyl 2-(1-methylethyl)-3-butenoate